ClC=1C=CC(=C(C1)C1=CC(N(C=C1OC)C(C(=O)OC(C)(C)C)C[C@H]1OCCCC1)=O)C1=NOCC1 tert-Butyl 2-{4-[5-chloro-2-(4,5-dihydro-1,2-oxazol-3-yl)phenyl]-5-methoxy-2-oxopyridin-1(2H)-yl}-3-[(2S)-tetrahydro-2H-pyran-2-yl]propanoate